triethylammonium tetrakis(para-trifluoromethylphenyl)borate FC(C1=CC=C(C=C1)[B-](C1=CC=C(C=C1)C(F)(F)F)(C1=CC=C(C=C1)C(F)(F)F)C1=CC=C(C=C1)C(F)(F)F)(F)F.C(C)[NH+](CC)CC